2-(methacryloyloxy)ethyl 2-(6-hydroxybenzo[1,3]dioxol-5-yl)-2H-benzotriazol-5-carboxylate OC=1C(=CC2=C(OCO2)C1)N1N=C2C(=N1)C=CC(=C2)C(=O)OCCOC(C(=C)C)=O